6-(4-Chloro-1-(1-(3'-cyano-5'-methoxy-[1,1'-biphenyl]-4-yl)ethyl)-1H-indazol-7-carboxamido)spiro[3.3]heptan ClC1=C2C=NN(C2=C(C=C1)C(=O)NC1CC2(CCC2)C1)C(C)C1=CC=C(C=C1)C1=CC(=CC(=C1)OC)C#N